C(C1=CC=CC=C1)O[C@@H]1C[C@]2(N(C=3C(=NN=C(C3)C3=C(C(=CC=C3)F)OC)NC2=O)C1)C(F)F (6aR,8R)-8-(benzyloxy)-6a-(difluoromethyl)-2-(3-fluoro-2-methoxy-phenyl)-6a,7,8,9-tetrahydropyrrolo[1',2':4,5]pyrazino[2,3-c]pyridazin-6(5H)-one